(2r,4r,6s)-4-(5-(2-hydroxy-4-(trifluoromethyl)phenyl)pyrido[2,3-d]-pyridazin-8-yl)-2,6-dimethyltetrahydro-2H-pyran-4-ol OC1=C(C=CC(=C1)C(F)(F)F)C1=C2C(=C(N=N1)C1(C[C@H](O[C@H](C1)C)C)O)N=CC=C2